2-Amino-4-((1-hydroxyhexan-3-yl)amino)-6-(4-(pyrrolidin-1-ylmethyl)benzyl)pyridin NC1=NC(=CC(=C1)NC(CCO)CCC)CC1=CC=C(C=C1)CN1CCCC1